ClC=1C=C(C=CC1)SC1(CCC2([C@H](CC3=CC=CC=C23)C[C@H](COCC2=CC=C(C=C2)OC)C)CC1)C(=O)OC methyl (1r,2'S,4S)-4-[(3-chlorophenyl)sulfanyl]-2'-{(2R)-3-[(4-methoxyphenyl)methoxy]-2-methylpropyl}-2',3'-dihydrospiro[cyclohexane-1,1'-indene]-4-carboxylate